C(C=CCCCCCCCCCCC)(=O)[O-].[Y+3].C(C=CCCCCCCCCCCC)(=O)[O-].C(C=CCCCCCCCCCCC)(=O)[O-] yttrium tetradecenoate